C[C@@H]1OC[C@H](N(C1)C(=O)C1CCC(CC1)C1=CC=C(C=C1)N1C[C@@H](CC1)OC=1C(=NC=2N(C1C)N=C(N2)C)C)C ((2S,5R)-2,5-dimethylmorpholino)((1R,4R)-4-(4-((R)-3-((2,5,7-trimethyl-[1,2,4]triazolo[1,5-a]pyrimidin-6-yl)oxy)pyrrolidin-1-yl)phenyl)cyclohexyl)methanone